3-(difluoromethyl)-1-methyl-N-[(1RS,4SR,9SR)-1,2,3,4-tetrahydro-9-isopropyl-1,4-methanonaphthalen-5-yl]pyrazole-4-carboxamide FC(C1=NN(C=C1C(=O)NC1=C2[C@H]3CC[C@@H](C2=CC=C1)[C@@H]3C(C)C)C)F |r|